3-(4-(2-hydroxy-2-methylpropyloxy)benzyl)-1-(4-fluorobenzyl)-1-((1-methylpiperidin-4-yl)methyl)urea OC(COC1=CC=C(CNC(N(CC2CCN(CC2)C)CC2=CC=C(C=C2)F)=O)C=C1)(C)C